OC(/C=C/C=C/C(CC/C=C/C(=O)NCC(C)C)=O)C (2E,7E,9E)-11-hydroxy-N-(2-methylpropyl)-6-oxo-2,7,9-dodecatrienamide